C(C)N1C(C2=CC(=C(C=C2C(=C1)F)C=1N=NC(=CN1)N(C)[C@@H]1[C@@H](C2CC[C@@H](C1)N2)F)O)=O 2-ethyl-4-fluoro-6-(6-{[(2r,3s,5s)-2-fluoro-8-azabicyclo[3.2.1]oct-3-yl](methyl)amino}-1,2,4-triazin-3-yl)-7-hydroxyisoquinolin-1-one